3-bromo-5-(3-chloro-4-fluorophenoxy)-1-(propan-2-yl)-1H-1,2,4-triazole BrC1=NN(C(=N1)OC1=CC(=C(C=C1)F)Cl)C(C)C